ClC=1C=C(C=CC1)[C@@H]1[C@H](C1)C(=O)NC1=NC=CC(=C1)NCC=1N=C2N(C=C(C=C2N2C(N(C(C2)=O)C2CC2)=O)C2CC2)C1 (1S,2S)-2-(3-chlorophenyl)-N-(4-(((6-cyclopropyl-8-(3-cyclopropyl-2,4-dioxoimidazolidin-1-yl)imidazo[1,2-a]pyridin-2-yl)methyl)amino)pyridin-2-yl)cyclopropane-1-carboxamide